C1(=CC=C(C=C1)S(=O)(=O)O[C@@H](C(=O)OC)C)C methyl (2R)-2-(p-tolylsulfonyloxy)propanoate